tert-butyl 4-(6-((2,5-difluorobenzyl)oxy)pyridin-2-yl)piperidine-1-carboxylate FC1=C(COC2=CC=CC(=N2)C2CCN(CC2)C(=O)OC(C)(C)C)C=C(C=C1)F